tellurium Dioctanoate C(CCCCCCC)(=O)[O-].C(CCCCCCC)(=O)[O-].[Te+2]